5-(4-((4,5-dimethyl-4H-1,2,4-triazol-3-yl)(methyl)amino)-3-methoxyphenyl)-7-(1-methyl-1H-pyrazol-3-yl)pyrrolo[2,1-F][1,2,4]triazin-4-amine CN1C(=NN=C1C)N(C1=C(C=C(C=C1)C=1C=C(N2N=CN=C(C21)N)C2=NN(C=C2)C)OC)C